3-bromo-4-fluoro-benzene-1,2-diol BrC1=C(C(=CC=C1F)O)O